5-(2-acetyl-4-(phenyl-(tetrahydro-2H-pyran-4-yl)methyl)-4H-thieno[2',3':4,5]Pyrrolo[3,2-b]Pyridin-6-yl)-1,3-dimethylpyridin-2(1H)-one C(C)(=O)C1=CC2=C(C3=NC=C(C=C3N2C(C2CCOCC2)C2=CC=CC=C2)C=2C=C(C(N(C2)C)=O)C)S1